4-nitro-1-[[2-(trimethylsilyl)ethoxy]methyl]-1H-pyrazole [N+](=O)([O-])C=1C=NN(C1)COCC[Si](C)(C)C